C(C)OC1(CCCCC1)OOC(C)(C)CC 1-ethoxy-1-(t-amylperoxy)cyclohexane